N-(1'-(6-(1-(difluoromethyl)-1H-pyrazol-4-yl)-4-methylpyridin-2-yl)-1',2'-dihydrospiro[cyclopropane-1,3'-pyrrolo[3,2-c]pyridin]-6'-yl)acetamide FC(N1N=CC(=C1)C1=CC(=CC(=N1)N1CC2(C=3C=NC(=CC31)NC(C)=O)CC2)C)F